COCCCCNC(=O)C1=CSC2=C1N=CN=C2 N-(4-methoxybutyl)thieno[3,2-d]pyrimidine-7-carboxamide